C1(=CC=C(C=C1)/C=C/C=1C2(C3=CC=CC=C3C1)CCC(CC2)(C(=O)O)NC2=CC(=CC=C2)Cl)C2=CC=CC=C2 (1r,4r)-2'-[(E)-2-([1,1'-biphenyl]-4-yl)vinyl]-4-(3-chloroanilino)spiro[cyclohexane-1,1'-indene]-4-carboxylic acid